(1S,2S)-2-(((5-fluoropyridin-2-yl)oxy)methyl)cyclopentan-1-amine FC=1C=CC(=NC1)OC[C@@H]1[C@H](CCC1)N